ClC=1C=C2C(=CC1)NC(C21CCN(CC1)C(=O)OC(C)(C)C)=O tert-butyl 5-chloro-2-oxo-1,2-dihydrospiro[indole-3,4'-piperidine]-1'-carboxylate